C1(CC1)C1=C(N=CN1CC1=CC(=C(C=C1)[N+](=O)[O-])F)C1=CC=CC=C1 5-cyclopropyl-1-[(3-fluoro-4-nitro-phenyl)methyl]-4-phenyl-imidazole